3-chloro-3-(3,6-dihydro-2H-pyran-4-yl)-7-methoxy-quinolin-2-ol ClC1(C(N=C2C=C(C=CC2=C1)OC)O)C=1CCOCC1